2,7-dibromo-9-(heptyloxy)-9H-carbazole BrC1=CC=2N(C3=CC(=CC=C3C2C=C1)Br)OCCCCCCC